C(C)OC1=CC=CC(=[NH+]1)C(=O)NC12CC(C1)(C2)C(C(=O)NC2=CC=C(C=C2)F)C 6-ethoxy-N-[3-[2-(4-fluoroanilino)-1-methyl-2-oxo-ethyl]-1-bicyclo[1.1.1]pentanyl]pyridin-1-ium-2-carboxamide